1-(Chloromethyl)-4-(cyclopropyloxy)benzene ClCC1=CC=C(C=C1)OC1CC1